C1(CC1)NC1=NC(=NC=C1C(F)(F)F)NC1=C2C(=NC=C1)N(N=C2)CC(C)(O)C 1-(4-((4-(cyclopropylamino)-5-(trifluoromethyl)pyrimidin-2-yl)amino)-1H-pyrazolo[3,4-b]pyridin-1-yl)-2-methylpropan-2-ol